4-(2-(3-(3-chloro-2-fluoro-6-(2H-tetrazol-2-yl)phenyl)acrylamido)-2-phenylacetylamino)-3-fluorobenzoic acid ClC=1C(=C(C(=CC1)N1N=CN=N1)C=CC(=O)NC(C(=O)NC1=C(C=C(C(=O)O)C=C1)F)C1=CC=CC=C1)F